4-[(1S)-1-[[(3R)-4-[[2-(2-methyl-4-sulfamoyl-phenyl)-4-pyridyl]methyl]morpholine-3-carbonyl]amino]ethyl]benzoic acid CC1=C(C=CC(=C1)S(N)(=O)=O)C1=NC=CC(=C1)CN1[C@H](COCC1)C(=O)N[C@@H](C)C1=CC=C(C(=O)O)C=C1